NCC(CN1N=CN(C1=O)CC1=CC(=CC=C1)C1=CC2=C(OCO2)C=C1)=C(F)F 2-[2-(aminomethyl)-3,3-difluoro-allyl]-4-[[3-(1,3-benzodioxol-5-yl)phenyl]methyl]-1,2,4-triazol-3-one